2-(3-(2-cyano-3-fluorophenyl)-1-methylureido)-5-oxo-5H-thieno[3,2-b]pyran-6-carboxylic acid C(#N)C1=C(C=CC=C1F)NC(N(C)C1=CC=2OC(C(=CC2S1)C(=O)O)=O)=O